gamma-glutaryl-leucine C(CCCC(=O)O)(=O)C(C[C@H](N)C(=O)O)(C)C